Cl.C(C=CC)(=O)O but-2-enoic acid hydrochloride